C(C)(C)(C)C1=NOC(=N1)C(=O)NCC1=C(C=C(C=C1)C1=C2C(=NC=C1)NC(=N2)C2=CC(=CC=C2)NC(CCl)=O)F 3-(tert-Butyl)-N-(4-(2-(3-(2-chloroacetamido)phenyl)-3H-imidazo[4,5-b]pyridin-7-yl)-2-fluorobenzyl)-1,2,4-oxadiazole-5-carboxamide